5-methyl-2-phenyl-1,2,4-triazole-3-one CC1=NC(N(N1)C1=CC=CC=C1)=O